(1S)-1-{[2-(dimethylamino)ethoxy]methyl}-N-(1-methylcyclopropyl)-4-[(1-methylpyrazol-4-yl)(2H2)methyl]-5-oxo-1H,2H-imidazo[1,2-a]quinazoline-7-sulfonamide CN(CCOC[C@@H]1CN=C2N1C1=CC=C(C=C1C(N2C([2H])([2H])C=2C=NN(C2)C)=O)S(=O)(=O)NC2(CC2)C)C